1,3-benzodiazole-5-carboxylate N1=CN=C2C1=CC=C(C2)C(=O)[O-]